tert-Butyl 3-((2-methoxyphenyl)amino)-4-oxo-2-(pyridin-4-yl)-1,4,6,7-tetrahydro-5H-pyrrolo[3,2-c]pyridine-5-carboxylate COC1=C(C=CC=C1)NC1=C(NC2=C1C(N(CC2)C(=O)OC(C)(C)C)=O)C2=CC=NC=C2